3-(3-fluoro-1-methyl-2-oxo-indol-3-yl)-1-methylquinolin-2(1H)-one FC1(C(N(C2=CC=CC=C12)C)=O)C=1C(N(C2=CC=CC=C2C1)C)=O